FC1=C(C=C(C(=C1)C(F)(F)F)F)NS(=O)(=O)C1=CNC(=C1)C1=C(C(=CC=C1)C)F N-[2,5-difluoro-4-(trifluoromethyl)phenyl]-5-(2-fluoro-3-methyl-phenyl)-1H-pyrrole-3-sulfonamide